FC1=C(C(=CC=C1)C)N1N=C2C(=CC1=O)NN=C2C2=CC=C(C=C2)N2CC1N(C(C2)C1)C 5-(2-fluoro-6-methylphenyl)-3-(4-(6-methyl-3,6-diazabicyclo[3.1.1]heptan-3-yl)phenyl)-1H-pyrazolo[4,3-c]pyridazin-6(5H)-one